(-)-3-Methoxy-4-hydroxyphenol COC=1C=C(C=CC1O)O